nitrocarbon oxygen [O].[N+](=O)([O-])[C]